CC1=CC=CC(=N1)C=1N=CN(C1C=1C=C2C=C(C=NC2=CC1)N)COCC[Si](C)(C)C 6-(4-(6-methylpyridin-2-yl)-1-((2-(trimethylsilyl)ethoxy)methyl)-1H-imidazol-5-yl)quinolin-3-amine